COC(CCN1CCC(CC1)(N(C(CC)=O)C1=CC=CC=C1)C(=O)OC)=O.N(=[N+]=[N-])[C@H]1C[C@@H](O[C@@H]1COC)N1C(N(C(C(=C1)C)=O)C)=O 1-[(2R,4S,5S)-4-azido-5-(methoxymethyl)oxolan-2-yl]-3,5-dimethyl-1,2,3,4-tetrahydropyrimidine-2,4-dione Methyl{3-[4-methoxycarbonyl-4-(N-phenylpropanamido)piperidino]propanoate}